COC(C1=CN=C(C(=C1)[N+](=O)[O-])N1C(=CC(=C1)Br)C(=O)OC)=O 6-(4-bromo-2-(methoxycarbonyl)-1H-pyrrol-1-yl)-5-nitronicotinic acid methyl ester